3-(3-methyl-5-oxo-4-((3-(pyrazin-2-yl)phenyl)carbamoyl)-4,5-dihydro-1H-pyrazol-1-yl)benzoic acid isopropyl ester C(C)(C)OC(C1=CC(=CC=C1)N1N=C(C(C1=O)C(NC1=CC(=CC=C1)C1=NC=CN=C1)=O)C)=O